FC1(C2CCCC(C1)N2CCNC2=C(C=C(C=C2)S(=O)(=O)NC(C2=C(C=CC=C2)N2C1=C(OCCC2)N=C2C(=C1)C=CN2)=O)[N+](=O)[O-])F N-((4-((2-(6,6-difluoro-8-azabicyclo[3.2.1]oct-8-yl)ethyl)amino)-3-nitrophenyl)sulfonyl)-2-(3,4-dihydro-2H-pyrrolo[3',2':5,6]pyrido[2,3-b][1,4]oxazepin-1(7H)-yl)benzamide